4-(difluoromethoxy)-2-(4-methoxybenzyl)pyridazin-3(2H)-one FC(OC=1C(N(N=CC1)CC1=CC=C(C=C1)OC)=O)F